The molecule is a C19-gibberellin, initially identified in Gibberella fujikuroi. It has a role as a plant metabolite. It is a lactone, a gibberellin monocarboxylic acid and a C19-gibberellin. It is a conjugate acid of a gibberellin A1(1-). C[C@@]12[C@H](CC[C@@]3([C@@H]1[C@@H]([C@]45[C@H]3CC[C@](C4)(C(=C)C5)O)C(=O)O)OC2=O)O